IC(CCCC(OCC)OC(CCCC(C)I)OCC)C 4-iodopentylethoxymethyl ether